OC1=C(OC2=CC(=CC(=C2C1=O)O)OC)C1=CC=C(C=C1)OC 3,5-dihydroxy-7,4'-dimethoxy-flavone